O1C=NC2=NC(=CC=C21)C(=O)N oxazolo[4,5-b]pyridine-5-carboxamide